1-(2-bromophenyl)-3-(4-((6,7-dimethoxyquinazolin-4-yl)amino)phenyl)urea BrC1=C(C=CC=C1)NC(=O)NC1=CC=C(C=C1)NC1=NC=NC2=CC(=C(C=C12)OC)OC